COC=1C=C2C(=NC1)C(=CN2COCC[Si](C)(C)C)C2CCN(CC2)C 6-methoxy-3-(1-methylpiperidin-4-yl)-1-((2-(trimethylsilyl)ethoxy)methyl)-1H-pyrrolo[3,2-b]pyridine